ClC=1C(=C(C=CC1)NC1=NC=NC2=CC(=C(C=C12)[N+](=O)[O-])C#CC1(CNCC1)C([2H])([2H])[2H])F N-(3-chloro-2-fluoro-phenyl)-6-nitro-7-(2-(3-(trideuteriomethyl)pyrrolidin-3-yl)ethynyl)quinazolin-4-amine